BrC=1C=CC=C2C=NC(=NC12)NC=1C=CC(=C(C1)NC(=O)C1=CC=C(C(=O)OCC)C=C1)C ethyl 4-((5-((8-bromoquinazolin-2-yl)amino)-2-methylphenyl)carbamoyl)benzoate